4-tetrahydropyranyl-chloroformic acid O1CCC(CC1)OC(=O)Cl